BrC1=NN(C(=C1)C(=O)NC=1C(=CC=2N(C1C(=O)NC(C)C(C)C)N=CC2)C)C2=NC=CC=C2Cl 6-(3-Bromo-1-(3-chloropyridin-2-yl)-1H-pyrazol-5-carboxamido)-5-methyl-N-(3-methylbutan-2-yl)pyrazolo[1,5-a]pyridin-7-carboxamid